N-[(6-Amino-2-pyridyl)sulfonyl]-5-[3-(cyclopentoxy)phenyl]-2-(2,2,4-trimethylpyrrolidin-1-yl)pyridin-3-carboxamid NC1=CC=CC(=N1)S(=O)(=O)NC(=O)C=1C(=NC=C(C1)C1=CC(=CC=C1)OC1CCCC1)N1C(CC(C1)C)(C)C